C(CCCCCCC\C=C/CCCCCC)(=O)OCCCCCCCCCCCCCCCCCCCCCCCCCCCCCCCCCCCCCCC(C)C 39-methyltetracontyl palmitoleate